C(C)(C)(C)C=1OC=C(N1)C(=O)NCC1=C(C=C(C(=C1)F)C1=NC=NN2C1=CC=C2)Cl 2-(tert-butyl)-N-(2-chloro-5-fluoro-4-(pyrrolo[2,1-f][1,2,4]triazin-4-yl)benzyl)oxazole-4-carboxamide